[Si](C1=CC=CC=C1)(C1=CC=CC=C1)(C(C)(C)C)O[C@@H]1[C@@H](CN(CC1)C1COC1)F cis-3-(4-((tert-butyldiphenylsilyl)oxy)-3-fluoropiperidin-1-yl)oxetane